ClC=1C(=NC=CC1C1=C(C(=CC=C1)NC1=NC=CC(=C1F)C=O)Cl)C1=CC(=C(CN(C(OC(C)(C)C)=O)C[C@H]2NC(CC2)=O)C=C1)OC tert-Butyl (S)-(4-(3-chloro-4-(2-chloro-3-((3-fluoro-4-formylpyridin-2-yl)amino)phenyl)pyridin-2-yl)-2-methoxybenzyl)((5-oxopyrrolidin-2-yl)methyl)carbamate